C(C[C@H](CC[C@@H](C)[C@H]1CC[C@H]2[C@@H]3CCC4CCCC[C@]4(C)[C@H]3CC[C@]12C)C(C)C)(O)O Stigmastanediol